ClC=1C(=C2C=NNC2=C(C1F)NC(C)C)C=1N=CC=2N(C1)C=C(N2)NC(=O)C2CCN(CC2)C N-(6-(5-chloro-6-fluoro-7-(isopropylamino)-1H-indazol-4-yl)imidazo[1,2-a]pyrazin-2-yl)-1-methylpiperidine-4-carboxamide